(7aS)-2-fluorotetrahydro-1H-pyrrolizin FC1CC2=CCCN2C1